6-[4-[(S)-3-aminopyrrolidin-1-yl]pyridin-3-yl]-N'-(2-ethyl-4-hydroxyphenyl)-4-[[(S)-tetrahydrofuran-3-yl]amino]pyrrolo[1,2-b]pyridazine-3-carboximidamide N[C@@H]1CN(CC1)C1=C(C=NC=C1)C=1C=C2N(N=CC(=C2N[C@@H]2COCC2)C(N)=NC2=C(C=C(C=C2)O)CC)C1